COC(\C(\C(CCl)=O)=C/C=1C2=C(SC1)C=CC=C2)=O (Z)-2-(benzo[b]thiophen-3-ylmethylene)-4-chloro-3-oxobutanoic acid methyl ester